1-(3,4-dichlorophenyl)-6-nitro-3-(pyridin-3-yl)quinazoline-2,4(1H,3H)-dione ClC=1C=C(C=CC1Cl)N1C(N(C(C2=CC(=CC=C12)[N+](=O)[O-])=O)C=1C=NC=CC1)=O